hydroxyethyl-octanoylAmine OCCNC(CCCCCCC)=O